C(C1=CC=CC=C1)(=O)NC(C1=C(C=C(C=C1)F)CCCC(=O)O)C(=O)O 4-(2-(benzamido(carboxy)methyl)-5-fluorophenyl)butanoic acid